NC=1C=2N(C3=CC(=CC=C3N1)C(=O)OC)C=NC2C methyl 4-amino-3-methylimidazo[1,5-a]quinoxaline-8-carboxylate